perfluoroisobutylcyclohexane FC1(C(C(C(C(C1(F)F)(F)F)(F)F)(F)F)(F)F)C(C(C(F)(F)F)(C(F)(F)F)F)(F)F